FC(OC1=CC=C(C=N1)CC1CCC2(CN(C2)C(=O)N2CC(C2)C2=NC=NN2)CC1)F [7-[[6-(Difluoromethoxy)-3-pyridyl]methyl]-2-azaspiro[3.5]nonan-2-yl]-[3-(1H-1,2,4-triazol-5-yl)azetidin-1-yl]methanone